methyl 6-chloro-2-oxo-1,2,3,4-tetrahydroquinoline-5-carboxylate ClC1=C(C=2CCC(NC2C=C1)=O)C(=O)OC